3-[4-(4-Amino-piperidin-1-yl)-3-(3,5-difluoro-phenyl)-chinolin-6-yl]-2-hydroxy-benzonitril NC1CCN(CC1)C1=C(C=NC2=CC=C(C=C12)C=1C(=C(C#N)C=CC1)O)C1=CC(=CC(=C1)F)F